C(CCCCCCC\C=C/CCCCCCCC)OC1C=CC(O1)=O 5-oleyloxy-2(5H)furanone